N-(2-phenyl-4-(1-(pyridin-3-ylmethyl)-1H-pyrazol-3-yl)-5,6,7,8-tetrahydroquinazolin-7-yl)acrylamide C1(=CC=CC=C1)C1=NC=2CC(CCC2C(=N1)C1=NN(C=C1)CC=1C=NC=CC1)NC(C=C)=O